1-(4-aminobutyl)pyrrolidine tert-butyl-4-{3-carbamoyl-2-[4-(3-fluorophenoxy)phenyl]-4,5,6,7-tetrahydro-2H-pyrazolo[4,3-b]pyridin-7-yl}piperazine-1-carboxylate C(C)(C)(C)OC(=O)N1CCN(CC1)C1C=2C(NCC1)=C(N(N2)C2=CC=C(C=C2)OC2=CC(=CC=C2)F)C(N)=O.NCCCCN2CCCC2